CC=1CCC(C(C1)C=1C(=C(C(=CC1O)CCCCC)C1=CNC=C1)O)C(=C)C 5'-methyl-4-pentyl-2'-(prop-1-en-2-yl)-3-(1H-pyrrol-3-yl)-1',2',3',4'-tetrahydro-[1,1'-biphenyl]-2,6-diol